4'-chloro-5'-cyano-2'-hydroxy-biphenyl-3-carboxylic acid methylamide CNC(=O)C=1C=C(C=CC1)C1=C(C=C(C(=C1)C#N)Cl)O